3,4-DIHYDROXYPHENYLGLYCOL C1=CC(=C(C=C1C(CO)O)O)O